6-(3-(trifluoromethyl)azetidin-1-yl)quinoline-4-carboxylic acid tert-butyl ester C(C)(C)(C)OC(=O)C1=CC=NC2=CC=C(C=C12)N1CC(C1)C(F)(F)F